calcium bromide (1R,3S)-3-(3-{[(1-methyl-1H-pyrazol-5-yl)acetyl]-amino}-1H-pyrazol-5-yl)-cyclopentyl-(2S)-butan-2-ylcarbamate CN1N=CC=C1CC(=O)NC1=NNC(=C1)[C@@H]1C[C@@H](CC1)N(C([O-])=O)[C@@H](C)CC.[Br-].[Ca+2]